[Si](C)(C)(C(C)(C)C)OC=1C(=C(C=O)C=CC1)F (tert-butyldimethylsilyloxy)-2-fluorobenzaldehyde